dimethyl-octadecadienetetracarboxylic acid CC(C(=C(C(C(=O)O)(C(=O)O)C(=O)O)C(=O)O)C)=CCCCCCCCCCCCCC